The molecule is a steroid sulfate that is 4-androstene-3beta,17beta-diol in which both hydroxy hydrogens have been replaced by sulfo groups. It is a conjugate acid of a 4-androstene-3beta,17beta-diol disulfate anion and a 4-androstene-3beta,17beta-diol disulfate(2-). C[C@]12CC[C@H]3[C@H]([C@@H]1CC[C@@H]2OS(=O)(=O)O)CCC4=C[C@H](CC[C@]34C)OS(=O)(=O)O